C(CCCCCCCC)OC1=CC=C(C=C1)N=NC1=CC=C(C=C1)OCCCCCCCCC 4,4'-dinonyloxyazobenzene